CN1C(C(=C(C2=CC(=C(C=C12)O[C@H]1COCC1)C)N1CCC(CC1)C=1OC2=C(N1)C=C(C=C2)C)C#N)=O |r| (Rac)-1,6-dimethyl-4-[4-(5-methyl-1,3-benzooxazol-2-yl)piperidin-1-yl]-2-oxo-7-[tetrahydrofuran-3-yloxy]-1,2-dihydroquinoline-3-carbonitrile